tert-butyl-((2R,3R)-3-(fluoromethyl)morpholin-2-yl)((S)-1-(4-fluorophenyl)-3,4-dihydroisoquinolin-2(1H)-yl)methanone C(C)(C)(C)[C@]1(N(CCC2=CC=CC=C12)C(=O)[C@H]1[C@@H](NCCO1)CF)C1=CC=C(C=C1)F